C12(CC3CC(CC(C1)C3)C2)C=2C=C(C=C(C2OCOC)C2=C(C=CC=C2)Br)[Si](C)(C)CCCC (5-(1-adamantyl)-2'-bromo-6-(methoxymethoxy)-[1,1'-biphenyl]-3-yl)(butyl)dimethylsilane